COC1=C(C=CC(=N1)C1=CC=C(N=N1)NC1CCN(CC1)C(=O)OC(C)(C)C)C=1C=NN(C1)C1OCCCC1 tert-butyl 4-[(6-{6-methoxy-5-[1-(oxan-2-yl)pyrazol-4-yl]pyridin-2-yl}pyridazin-3-yl)amino]piperidine-1-carboxylate